1-[[2-(1,1,1-trifluoro-3-methoxypropan-2-yl)oxypyridin-4-yl]methyl]-3-[3-(trifluoro-methyl)cyclobutyl]urea FC(C(COC)OC1=NC=CC(=C1)CNC(=O)NC1CC(C1)C(F)(F)F)(F)F